N-(1-(5-amino-1,3,4-thiadiazol-2-yl)-1H-pyrazol-5-yl)acetamide NC1=NN=C(S1)N1N=CC=C1NC(C)=O